methyl-2-(nicotinamido)-5-oxohexanediamide CC(C(=O)N)(CCC(C(=O)N)=O)NC(C1=CN=CC=C1)=O